5-(4-formylphenyl)-10,15,20-triphenylporphyrin C(=O)C1=CC=C(C=C1)C=1C2=CC=C(N2)C(=C2C=CC(C(=C3C=CC(=C(C=4C=CC1N4)C4=CC=CC=C4)N3)C3=CC=CC=C3)=N2)C2=CC=CC=C2